ClC1=C(C(=CC=C1)Cl)N1C=2N(C3=C(C1=O)C=NC(=N3)NC3=CC(=C(C=C3)N3CCNCC3)C)CCN2 6-(2,6-dichlorophenyl)-2-((3-methyl-4-(piperazin-1-yl)phenyl)amino)-8,9-dihydroimidazo[1,2-a]pyrimido[5,4-e]pyrimidin-5(6H)-one